6-(4-(3-((S)-2-hydroxy-3-methoxypropoxy)-2-oxopyrrolidin-1-yl)piperidin-1-yl)nicotinonitrile O[C@H](COC1C(N(CC1)C1CCN(CC1)C1=NC=C(C#N)C=C1)=O)COC